(+-)-4-[4-(2-amino-6-methyl-pyrimidin-4-yl)-1,4-oxazepan-3-yl]-3-chloro-benzonitrile NC1=NC(=CC(=N1)N1[C@@H](COCCC1)C1=C(C=C(C#N)C=C1)Cl)C |r|